CC1(NC(CC(C1)NC(C)(CC(C)(C)C)C)(C)C)C 2,2,6,6-tetramethyl-N-(2,4,4-trimethylpentane-2-yl)piperidin-4-amine